4,4a,5,7,8,8a-hexahydropyrido[4,3-b][1,4]oxazin-3-one O1C2C(NC(C1)=O)CNCC2